2-(3-((R)-(4-methyl-4H-1,2,4-triazol-3-yl)((1s,3S)-3-methylcyclobutyl)methyl)phenyl)-6-(((1-methylcyclobutyl)amino)methyl)-4-(trifluoromethyl)isoindolin-1-one CN1C(=NN=C1)[C@@H](C=1C=C(C=CC1)N1C(C2=CC(=CC(=C2C1)C(F)(F)F)CNC1(CCC1)C)=O)C1CC(C1)C